N-({5-[5-(difluoromethyl)-1,3,4-oxadiazol-2-yl]-1,3-thiazol-2-yl}methyl)-2-(morpholin-4-yl)-N-(pyridin-3-yl)ethane-1-sulfonamide FC(C1=NN=C(O1)C1=CN=C(S1)CN(S(=O)(=O)CCN1CCOCC1)C=1C=NC=CC1)F